(S)-2-(((7-chloro-2-(3-fluorophenyl)benzofuran-5-yl)methyl)amino)propionamide ClC1=CC(=CC=2C=C(OC21)C2=CC(=CC=C2)F)CN[C@H](C(=O)N)C